(R)-N-(2-fluoro-4-morpholinophenyl)-5-(piperidin-3-ylamino)pyrazolo[1,5-a]pyrimidine-3-carboxamide trifluoroacetate salt FC(C(=O)O)(F)F.FC1=C(C=CC(=C1)N1CCOCC1)NC(=O)C=1C=NN2C1N=C(C=C2)N[C@H]2CNCCC2